CC1=C(C=C(C(=C1)C(=O)O)C(=O)O)C(=O)O 5-methyl-1,2,4-benzenetricarboxylic acid